1-(methylsulfonyl)indol-7-amine CS(=O)(=O)N1C=CC2=CC=CC(=C12)N